N1(CCCC1)C=CC=C(C(=O)[O-])S(=O)(=O)C1=CC=CC=C1 5-pyrrolidinyl-2-phenylsulfonyl-2,4-pentadienoate